1-(5-chloro-6-methylpyridin-2-yl)piperidine-4-carboxylic acid ClC=1C=CC(=NC1C)N1CCC(CC1)C(=O)O